ClC1=NN(C=C1C=1C=C2C(=NC1)N(C(=C2C2=CC(=CC=C2)F)CC)S(=O)(=O)C2=CC=C(C)C=C2)C2CCN(CC2)C 5-(3-chloro-1-(1-methylpiperidin-4-yl)-1H-pyrazol-4-yl)-2-ethyl-3-(3-fluorophenyl)-1-tosyl-1H-pyrrolo[2,3-b]pyridine